NCC(=O)N1[C@@H](CC(C1)(F)F)C#N (S)-1-(2-aminoacetyl)-4,4-difluoropyrrolidine-2-carbonitrile